tetradecyl-fluorooctyl-trichlorosilane C(CCCCCCCCCCCCC)C(CCCCCCC[Si](Cl)(Cl)Cl)F